1-[5-(difluoromethoxy)-2-fluoro-phenyl]-7-fluoro-3,3-dimethyl-N-(3-methyl-1,1-dioxo-thietan-3-yl)-2-oxo-indoline-5-carboxamide FC(OC=1C=CC(=C(C1)N1C(C(C2=CC(=CC(=C12)F)C(=O)NC1(CS(C1)(=O)=O)C)(C)C)=O)F)F